4,8,13,17,21-pentamethyl-docosan-4,8,12,16,20-pentaenoic acid (4e,8e,12e,16e)-2-((4-hydroxy-2-iodo-5-methoxy-benzyl) amino)-2-oxoethyl ester OC1=CC(=C(CNC(COC(CC\C(=C\CC\C(=C\CC\C=C(\CC\C=C(\CCC=C(C)C)/C)/C)\C)\C)=O)=O)C=C1OC)I